diethyl 3-bromo-4-oxo-1-(piperidin-2-ylmethyl)-1,4-dihydropyridine-2,5-dicarboxylate hydrochloride Cl.BrC1=C(N(C=C(C1=O)C(=O)OCC)CC1NCCCC1)C(=O)OCC